((2S,5S)-2,3-dihydro-2,5-methanobenzo[f][1,4]oxazepin-4(5H)-yl)(1-methylcyclobutyl)methanone O1[C@@H]2CN([C@H](C3=C1C=CC=C3)C2)C(=O)C2(CCC2)C